O[C@@H]1CN(CC[C@@]12NCC1=CC=CC=C1C2)C(=O)C=2N=C1N(C=C(C=C1C)C(C)OC)C2 [(3R,3'R)-3'-hydroxy-1,4-dihydro-1'H,2H-spiro[isoquinoline-3,4'-piperidin]-1'-yl][6-(1-methoxyethyl)-8-methylimidazo[1,2-a]pyridin-2-yl]methanone